2,6-Dimethylbenzaldehyde CC1=C(C=O)C(=CC=C1)C